C(C)(C)(C)OC(=O)N1C[C@@H](CCC1)C(NC1=NN(C2=CC=C(C=C12)C1=C(C=CC(=C1)C=1OC=NN1)Cl)C(C1=CC=CC=C1)(C1=CC=CC=C1)C1=CC=CC=C1)=O (3R)-3-({5-[2-chloro-5-(1,3,4-oxadiazol-2-yl)phenyl]-1-trityl-1H-indazol-3-yl}carbamoyl)piperidine-1-carboxylic acid tert-butyl ester